CN(C(O[C@H](C(=O)NC=1C(N(C=CC1)CC=1NC2=NC=NC(=C2N1)CCC(C)C)=O)CC\C=C\C(=O)N(C)C)=O)C (S,E)-7-(dimethylamino)-1-((1-((6-isopentyl-9H-purin-8-yl)methyl)-2-oxo-1,2-dihydropyridin-3-yl)amino)-1,7-dioxohept-5-en-2-yl dimethylcarbamate